NC=1C=2N(C=C(N1)C=1C(=C(C#N)C=CC1)F)N=C(N2)CC2=C(C=CC=C2C=2C=NN(C2)CC2=NC=CC=C2)F (8-amino-2-(2-fluoro-6-(1-(pyridin-2-ylmethyl)-1H-pyrazol-4-yl)benzyl)-[1,2,4]triazolo[1,5-a]pyrazin-6-yl)-2-fluorobenzonitrile